C(C(C)C)C1=CC=C(C=C1)C1=NNC2=NC=C(C=C21)C2=CC=C(C=C2)N2CCN(CC2)C 3-(4-isobutylphenyl)-5-(4-(4-methylpiperazin-1-yl)phenyl)-1H-pyrazolo[3,4-b]pyridine